C1(=CC=CC=C1)SCCSCCC1=NC=CC=C1 2-[2-(2-phenylsulfanylethylthio)ethyl]-pyridine